(1R,3S,5R)-2-(2-(3-acetyl-5-(2-(1-hydroxyethyl)pyrimidin-5-yl)-1H-indazol-1-yl)acetyl)-N-(6-bromo-3-methylpyridin-2-yl)-5-methyl-2-azabicyclo[3.1.0]hexane-3-carboxamide C(C)(=O)C1=NN(C2=CC=C(C=C12)C=1C=NC(=NC1)C(C)O)CC(=O)N1[C@@H]2C[C@@]2(C[C@H]1C(=O)NC1=NC(=CC=C1C)Br)C